N(=[N+]=[N-])C1=CC=C(C(N)C(=O)O)C=C1 p-azidophenylglycine